1-[(1S,4S)-5-({4-[(5-amino-7-{[(3S)-1-hydroxyhexan-3-yl]amino}-1H-pyrazolo[4,3-d]pyrimidin-1-yl)methyl]-3-methoxyphenyl}-methyl)-2,5-diazabicyclo[2.2.1]-heptan-2-yl]ethan-1-one NC=1N=C(C2=C(N1)C=NN2CC2=C(C=C(C=C2)CN2[C@@H]1CN([C@H](C2)C1)C(C)=O)OC)N[C@H](CCO)CCC